5-(3',4'-dimethoxyphenyl)-3-hydroxy-3-(4'-hydroxy-3'-methoxybenzyl)-4-hydroxymethyl-dihydrofuran-2-one COC=1C=C(C=CC1OC)C1C(C(C(O1)=O)(CC1=CC(=C(C=C1)O)OC)O)CO